N1N=CC2=CC(=CC=C12)NC1=NC(=NC=C1)C=1C=CC2=C(SC(=C2)C(=O)NC2=CC(=NC=C2)N(C)C)C1 6-(4-((1H-indazol-5-yl)amino)pyrimidin-2-yl)-N-(2-(dimethylamino)pyridin-4-yl)benzo[b]thiophene-2-carboxamide